[C@H]12CN(C[C@H](CC1)N2)C2=NC(=NC1=C(C(=CC=C21)C2=CC(=CC1=CC=CC=C21)O)F)OCC2CC(CC2)O 4-(4-((1R,5S)-3,8-diazabicyclo[3.2.1]octan-3-yl)-8-fluoro-2-((3-hydroxycyclopentyl)methoxy)quinazolin-7-yl)naphthalen-2-ol